Calcium Vanadium oxide [O-2].[V+5].[Ca+2]